5-amino-2-chloro-2',3',4',5',6'-pentafluoro-[1,1'-biphenyl]-4-ol NC=1C(=CC(=C(C1)C1=C(C(=C(C(=C1F)F)F)F)F)Cl)O